6-(3-(cyclopropylmethyl)-6-(3,5-dimethylisoxazol-4-yl)-1H-pyrrolo[3,2-b]pyridin-1-yl)nicotinic acid C1(CC1)CC1=CN(C=2C1=NC=C(C2)C=2C(=NOC2C)C)C2=NC=C(C(=O)O)C=C2